BrC1=C(C=C2C(=NC(=NC2=C1F)Cl)N1CCN(CC1)C(=O)OC(C)(C)C)OC(F)(F)F tert-butyl 4-[7-bromo-2-chloro-8-fluoro-6-(trifluoromethoxy)quinazolin-4-yl]piperazine-1-carboxylate